C(C)(C)(C)OC(=O)N1N=CC(=C1)C1=C(C(=NC=C1)N)N 4-(2,3-diaminopyridin-4-yl)-1H-pyrazole-1-carboxylic acid tert-butyl ester